NC=1C(C2=CC=CC(=C2C(C1)=O)Cl)=O 2-amino-5-chloro-1,4-naphthoquinone